3-(4-phenylphenyl)aniline methyl-2-(3-bromo-5-methyl-1H-pyrazol-1-yl)acetate COC(CN1N=C(C=C1C)Br)=O.C1(=CC=CC=C1)C1=CC=C(C=C1)C=1C=C(N)C=CC1